C(C)(=O)C1=CC(=C(N(C1=O)C1=C(C=C(C=C1)C)C)C)C(=O)NC1=C(C=C(C=C1)C)C 5-acetyl-N,1-bis(2,4-dimethylphenyl)-2-methyl-6-oxo-1,6-dihydropyridine-3-carboxamide